NCC(=O)[O-].NCC(=O)[O-].[Fe+2] iron(II) bisglycinate